N-methyl-3-(trimethoxysilyl)-N-[3-(trimethoxysilyl)propyl]-1-propylamine CN(CCC[Si](OC)(OC)OC)CCC[Si](OC)(OC)OC